1,1,1-trifluoro-2-methylpropan-2-yl (S)-4-(7-(4-cyanopyridin-2-yl)-5-(diethylamino)-7H-pyrrolo[2,3-d]pyrimidin-4-yl)-3-methylpiperazine-1-carboxylate C(#N)C1=CC(=NC=C1)N1C=C(C2=C1N=CN=C2N2[C@H](CN(CC2)C(=O)OC(C(F)(F)F)(C)C)C)N(CC)CC